3-(3,5-dimethyl-1-(3-methyl-[1,2,4]triazolo[4,3-b]pyridazin-6-yl)-1H-pyrazol-4-yl)-1-(4-(4-(4-hydroxy-1,2,5-oxadiazol-3-yl)benzyl)piperazin-1-yl)propan-1-one CC1=NN(C(=C1CCC(=O)N1CCN(CC1)CC1=CC=C(C=C1)C1=NON=C1O)C)C=1C=CC=2N(N1)C(=NN2)C